perfluoro-n-hexane C(C(C(C(F)(F)F)(F)F)(F)F)(C(C(F)(F)F)(F)F)(F)F